FC1=CC2=C(N(C3=CC(=CC=C23)O)CC(C)N2CCOCC2)C(=N1)C 3-fluoro-1-methyl-9-(2-morpholinopropyl)-9H-pyrido[3,4-b]indol-7-ol